NC1=CC(C(NC1=NC=1C(=NN2C1C=CC=C2)NCCCN2CCOCC2)=NC=2C(=NN1C2C=CC=C1)NCCCN1CCOCC1)=N N3,N3'-(5-Amino-3-iminopyridin-2,6(1H,3H)-diyliden)bis{N2-[3-(morpholin-4-yl)propyl]pyrazolo[1,5-a]pyridin-2,3-diamin}